COC1=C(C=C(C=C1)C)S(=O)(=O)Cl 2-methoxy-5-methylbenzene-1-sulfonyl chloride